Pyridin-1-yl-4-methoxybenzenesulfonic acid N1(CC=CC=C1)C1=C(C=CC(=C1)OC)S(=O)(=O)O